ClC1=CNC=2N=C(N=C(C21)NCC2CCCC2)NC2=C(C=C(C=C2)S(=O)(=O)N2CCOCC2)OC 5-chloro-N4-(cyclopentylmethyl)-N2-(2-methoxy-4-(morpholinosulfonyl)phenyl)-7H-pyrrolo[2,3-d]pyrimidine-2,4-diamine